ClC=1C=C(C(=NC1)OC)S(=O)(=O)NC=1C(=C(C(=CC1)F)[C@@H]1CCC=2N(C1)C=NC2C(=O)NC)F (6S)-6-[3-(5-chloro-2-methoxypyridine-3-sulfonamido)-2,6-difluorophenyl]-N-methyl-5H,6H,7H,8H-imidazo[1,5-a]pyridine-1-carboxamide